benzo[e]pyrrolo[1,2-a][1,4]diazepine-5,11(10H,11aH)-dione C1C=CN2C1C(NC1=C(C2=O)C=CC=C1)=O